O=C1N(CCC1)[C@H]1CN(CCC1)C(=O)OC1=CC=C(C=C1)[N+](=O)[O-] 4-nitrophenyl (R)-3-(2-oxopyrrolidin-1-yl)piperidine-1-carboxylate